CC(CO)=CCCC(=CCCC(C=C)=C)C 2,6-dimethyl-10-methylenedodeca-2,6,11-trienol